2,4-dinitro-1,1'-biphenyl [N+](=O)([O-])C1=C(C=CC(=C1)[N+](=O)[O-])C1=CC=CC=C1